CC=1C=NN(C1)CC1=C(C(=O)C2=CC=NC=C2C(=O)N)C=CC=C1 4-((4-methyl-1H-pyrazol-1-ylmethyl)benzoyl)nicotinamide